methyl 4-bromo-2-((1r,2r)-1-cyano-2-fluorocyclopropyl)benzoate BrC1=CC(=C(C(=O)OC)C=C1)[C@@]1([C@@H](C1)F)C#N